4,4'-biphenyldicarboxylic acid europium terbium [Tb].[Eu].C1(=CC=C(C=C1)C(=O)O)C1=CC=C(C=C1)C(=O)O